O1C2=C(OCC1)C=C(C=C2)C(C(C)N(C)C)=O 1-(2,3-dihydrobenzo[b][1,4]dioxin-6-yl)(dimethylamino)propan-1-one